B(C1=CN=C(C=C1)N(C)C)(O)O.Cl.Cl 2-(N,N-DIMETHYLAMINO)PYRIDINE-5-BORONIC ACID 2HCL